ClC1=CC2=C(C(C3=C(N(S2(=O)=O)C)C=CC=C3)NCCC3N(CCC3)C)C=C1 3-chloro-6-methyl-11-((2-(1-methylpyrrolidin-2-yl)ethyl)amino)-6,11-dihydrodibenzo[c,f][1,2]thiazepine 5,5-dioxide